C(C=C)(=O)NC1=CC=CC(=N1)C#CCN(C(=O)[C@H]1N(C(OC1)=O)C1=NC(=CC(=C1)C(F)(F)F)C)C1=CC=C(C=C1)F (S)-N-(3-(6-acrylamidopyridin-2-yl)prop-2-yn-1-yl)-N-(4-fluorophenyl)-3-(6-methyl-4-(trifluoromethyl)pyridin-2-yl)-2-oxooxazolidine-4-carboxamide